(((3aR,4S,6R,6aS)-6-((5-amino-6-chloro-2-(propylsulfanyl)pyrimidin-4-yl)amino)-2,2-dimethyltetrahydro-4H-cyclopenta[d][1,3]dioxolan-4-yl)oxy)-ethanol NC=1C(=NC(=NC1Cl)SCCC)N[C@@H]1C[C@@H]([C@@H]2[C@H]1OC(O2)(C)C)OC(C)O